(R)-3-(1-(7-(5-Bromo-1H-pyrazol-4-yl)-4-oxoquinazolin-3(4H)-yl)ethyl)-N-(4-fluorophenyl)benzamide BrC1=C(C=NN1)C1=CC=C2C(N(C=NC2=C1)[C@H](C)C=1C=C(C(=O)NC2=CC=C(C=C2)F)C=CC1)=O